(2S,3R)-2-(4-bromo-2-cyanobenzenesulfonamido)-3-(6-fluoro-2,3-dimethylphenyl)butyric acid BrC1=CC(=C(C=C1)S(=O)(=O)N[C@H](C(=O)O)[C@H](C)C1=C(C(=CC=C1F)C)C)C#N